2-(thiophen-2-yl)-5,6-dihydro-4H-1,3-oxazine S1C(=CC=C1)C=1OCCCN1